C12(CC(C1)C2)N2C(C=CC1=C2N=C(N=C1)SC)=O 8-{bicyclo[1.1.1]pentan-1-yl}-2-(methylsulfanyl)pyrido[2,3-d]pyrimidin-7-one